1,2-dicyanooxybenzene C(#N)OC1=C(C=CC=C1)OC#N